(2R,5S)-4-(4-(1H-tetrazol-5-yl)cyclohexyl)-5-(4-chlorobenzyl)-2-((methylsulfonyl)methyl)-morpholine hydrochloride Cl.N1N=NN=C1C1CCC(CC1)N1C[C@@H](OC[C@@H]1CC1=CC=C(C=C1)Cl)CS(=O)(=O)C